BrC1=CC=C2C(=NC(=NC2=C1F)OC[C@]12CCCN2C[C@@H](C1)F)N1[C@H]2CN(C[C@@H]1CC2)C(=O)OC(C)(C)C tert-butyl (1R,5S)-8-(7-bromo-8-fluoro-2-(((2R,7aS)-2-fluorotetrahydro-1H-pyrrolizin-7a(5H)-yl)methoxy)quinazolin-4-yl)-3,8-diazabicyclo[3.2.1]octane-3-carboxylate